DiethylenetriaminePentaacetic acid C(CN(CC(=O)O)CC(=O)O)N(CCN(CC(=O)O)CC(=O)O)CC(=O)O